6-(trifluoromethyl)-1,5-naphthyridin-2(1H)-one FC(C=1N=C2C=CC(NC2=CC1)=O)(F)F